7-(2-(((tert-butyldimethylsilyl)oxy)methyl)-6-cyclopropylimidazo[1,2-a]pyridin-8-yl)-2,5-dioxa-7-azaspiro[3.4]octan-6-one [Si](C)(C)(C(C)(C)C)OCC=1N=C2N(C=C(C=C2N2C(OC3(COC3)C2)=O)C2CC2)C1